FC=1C=2N(C=CC1)C(=CN2)C(C)=O 1-(8-Fluoroimidazo[1,2-a]pyridin-3-yl)ethan-1-one